(2',5'-disulfophenylimino)-3H-phenothiazine S(=O)(=O)(O)C1=C(C=C(C=C1)S(=O)(=O)O)N=C1C=CC2=NC3=CC=CC=C3SC2=C1